Tert-butyl 8-(4-bromophenyl)-2,8-diazaspiro[4.5]decane-2-carboxylate BrC1=CC=C(C=C1)N1CCC2(CCN(C2)C(=O)OC(C)(C)C)CC1